FC=1C=CC(=NC1C)C1=NNC=C1C=1N=C2C=C(C=NC2=CC1)C=1SC=2CNCCC2N1 2-[6-[3-(5-fluoro-6-methyl-2-pyridyl)-1H-pyrazol-4-yl]-1,5-naphthyridin-3-yl]-4,5,6,7-tetrahydrothiazolo[5,4-c]pyridine